1-(4-(3-((3R,5R)-4-acryloyl-5-methylmorpholin-3-yl)-5-chlorophenyl)pyridin-2-yl)pyrrolidin-2-one C(C=C)(=O)N1[C@@H](COC[C@H]1C)C=1C=C(C=C(C1)Cl)C1=CC(=NC=C1)N1C(CCC1)=O